C1(CC1)C(=O)NC1=CC(=C(N=N1)C(=O)N)NC1=NC=CC(=C1OC)C1=NN(C(=C1)P(=O)(C1CC1)C1CC1)C 6-(cyclopropanecarboxamido)-4-((4-(5-(dicyclopropylphosphoryl)-1-methyl-1H-pyrazol-3-yl)-3-methoxypyridin-2-yl)amino)pyridazine-3-carboxamide